FC1=C(C=C(C=C1C1=NNC2=C1C=NC(=C2)N2CCN(CC2)S(=O)(=O)C)C(F)(F)F)O 2-Fluoro-3-(6-(4-(methylsulfonyl)piperazin-1-yl)-1H-pyrazolo[4,3-c]pyridin-3-yl)-5-(trifluoromethyl)phenol